FC1=C(C=C(C=C1)CC1=NNC(C2=CC=CC=C12)=O)C1=CC2=C(NC(=N2)NC(=O)NCC(=O)OC)C=C1 Methyl ((5-(2-fluoro-5-((4-oxo-3,4-dihydrophthalazin-1-yl)methyl)phenyl)-1H-benzoimidazol-2-yl)carbamoyl)glycinate